((3aS,4R,6S,6aS)-6-(4-aminopyrrolo[2,1-f][1,2,4]triazin-7-yl)-4-cyano-2,2-dimethyltetrahydrofurano[3,4-d][1,3]dioxol-4-yl) methylhexyl carbonate C(O[C@]1(O[C@H]([C@@H]2OC(O[C@@H]21)(C)C)C2=CC=C1C(=NC=NN12)N)C#N)(OC(CCCCC)C)=O